C(C)(=O)N1C[C@@H](OCC1)CN1C(=NC2=C1C=C(C(=C2)Cl)F)C2=C(C=C(C=C2F)N2C(CCC2)=O)Cl (S)-1-(4-(1-((4-acetylmorpholin-2-yl)methyl)-5-chloro-6-fluoro-1H-benzo[d]imidazol-2-yl)-3-chloro-5-fluorophenyl)pyrrolidin-2-one